C12C(CC(C=C1)C2)C(=O)OCC2C1C=CC(C2)C1 bicyclo[2.2.1]hept-5-en-2-ylmethyl bicyclo[2.2.1]hept-5-en-2-carboxylate